3-(3,4-Dihydroxyphenyl)-5-(3-fluorophenyl)-1,2,4-oxadiazole OC=1C=C(C=CC1O)C1=NOC(=N1)C1=CC(=CC=C1)F